FC(C1=CC(=C(C=C1)N1[C@H]([C@H](CC1)NS(=O)(=O)C)CO[C@@H]1CC[C@@H](CC1)C1=CC=CC=C1)F)F N-((2R,3S)-1-(4-(difluoromethyl)-2-fluorophenyl)-2-((((CIS)-4-phenylcyclohexyl)oxy)methyl)-pyrrolidin-3-yl)methanesulfonamide